[Cl-].C(CCCCCCCCCCC)[NH+](CC1=CC=C(C=C1)N)C dodecyl-methyl-(4-aminobenzyl)ammonium chloride